N[C@H]1C[C@H](N(C1)C1=C(C=CC(=C1)C=1C=NC=CC1C#N)C=1C(=NC(=NC1)C1=C(C=CC=C1OC([2H])([2H])[2H])F)C(=O)N)CO (2-((2S,4S)-4-amino-2-(hydroxymethyl)pyrrolidin-1-yl)-4-(4-cyanopyridin-3-yl)phenyl)-2-(2-fluoro-6-(methoxy-d3)phenyl)pyrimidine-4-carboxamide